[Si](C)(C)(C(C)(C)C)O[C@@H](COC1=CC(=NC(=C1)[C@]1(COCC1)OC)N1N=C(C=2C=NC(=CC21)NC(C([2H])([2H])[2H])=O)C)C N-(1-(4-((R)-2-((tert-Butyldimethylsilyl)oxy)propoxy)-6-((R)-3-methoxytetrahydrofuran-3-yl)pyridin-2-yl)-3-methyl-1H-pyrazolo[4,3-c]pyridin-6-yl)acetamide-2,2,2-d3